FC1=C(N)C=C(C(=C1)OC)OCC=1C=C2C=CC=NC2=CC1 2-fluoro-4-methoxy-5-(quinolin-6-ylmethoxy)aniline